3-amino-3-({1-[(2,3,4-trimethylpentan-3-yl)carbamoyl]ethyl}carbamoyl)propionic acid NC(CC(=O)O)C(NC(C)C(NC(C(C)C)(C(C)C)C)=O)=O